CNC(=NCC1COCC1)N[N+](=O)[O-] N-methyl-N'-nitro-N''-[(tetrahydro-3-furanyl)methyl]guanidine